CN(C([C@@H](C)OC1=CC=C2C(=CC(OC2=C1)=O)C1=C(C=CC=C1)C)=O)C (2R)-N,N-Dimethyl-2-[4-(o-tolyl)-2-oxo-chromen-7-yl]oxy-propanamid